2,8-dihydropyrazolo[4',3':4,5]pyrrolo[2,3-d]pyrimidine N=1NC=C2C1NC1=NC=NC=C12